NC1=NC2=NC=C(C=C2C2=C1CCC2)C(=O)N([C@H](C)C2=NC=CC=N2)CC2=NC=C(C=C2)C(F)F 6-amino-N-((5-(difluoromethyl)-2-pyridinyl)methyl)-N-((1R)-1-(2-pyrimidinyl)ethyl)-8,9-dihydro-7H-cyclopenta[c][1,8]naphthyridine-2-carboxamide